FC=1C=C2C(=NC1)N(N=C2I)COCC[Si](C)(C)C 5-fluoro-3-iodo-1-{[2-(trimethylsilyl)ethoxy]methyl}pyrazolo[3,4-b]pyridine